[Pd].[Ta].[Ti] titanium tantalum palladium